dodecafluoroheptyl acrylate tridecyl-methacrylate C(CCCCCCCCCCCC)OC(C(=C)C)=O.C(C=C)(=O)OC(C(C(C(C(CC(F)(F)F)F)(F)F)(F)F)(F)F)(F)F